N-(2-oxiranylmethyl)urethane O1C(C1)CNC(=O)OCC